6-(2,6-dimethylpiperazin-1-yl)-2-(2,6-dioxopiperidin-3-yl)-4-fluoroisoindoline-1,3-dione CC1N(C(CNC1)C)C1=CC(=C2C(N(C(C2=C1)=O)C1C(NC(CC1)=O)=O)=O)F